2,2-dimeth-oxypropane COC(C)(C)OC